ClC1=CC(=C(COC2=CC=CC(=N2)C2CCN(CC2)CC(=O)NNC(/C=C/C(=O)OC)=O)C=C1)F (E)-methyl 4-(2-(2-(4-(6-((4-chloro-2-fluorobenzyl) oxy) pyridin-2-yl) piperidin-1-yl) acetyl) hydrazino)-4-oxobut-2-enoate